C(C)OC(=O)C=1C(=C(C(=NC1)C1=NC(=CC(=C1)C)N(CC1=CC=C(C=C1)OC)CC1=CC=C(C=C1)OC)F)N ethyl-4-amino-6'-(di(4-methoxybenzyl)amino)-3-fluoro-4'-methyl-[2,2'-bipyridyl]-5-carboxylate